COCC1=CC=CC(=N1)CN1N=NC(=C1)C1=CC(=NC(=N1)NC(=O)C1OCCC1)C=1C=C(C#N)C=CC1 m-[6-(1-{[6-(methoxymethyl)-2-pyridinyl]methyl}-1H-1,2,3-triazol-4-yl)-2-[(tetrahydrofuran-2-yl)carbonylamino]-4-pyrimidinyl]benzonitrile